tert-butyl 6-methoxy-4-(8-methyl-2-methylsulfanyl-7-oxo-pyrido[2,3-d]pyrimidin-6-yl)-2,3-dihydroquinoxaline-1-carboxylate COC=1C=C2N(CCN(C2=CC1)C(=O)OC(C)(C)C)C1=CC2=C(N=C(N=C2)SC)N(C1=O)C